3-ethylheptyl acetate C(C)(=O)OCCC(CCCC)CC